CC1([C@@H]2CC[C@H]([C@H]1C2)CN2N=CC=C2)C 1-(((1R,2R,5R)-6,6-dimethylbicyclo[3.1.1]heptan-2-yl)methyl)-1H-pyrazole